ClC1=C(C=CC(=C1)C(F)(F)F)N1CCC(CC1)(C(=O)N[C@@H]1CN(CC1)C)C=1C=CC(=NC1)C=1C(=NC=CC1)OC 1-[2-chloro-4-(trifluoromethyl)phenyl]-4-{2'-methoxy-[2,3'-bipyridinyl]-5-yl}-N-[(3S)-1-methylpyrrolidin-3-yl]piperidine-4-carboxamide